5,6-dichloro-N-((2-(2,6-dioxopiperidin-3-yl)-1-oxoisoindolin-5-yl)methyl)-1H-benzo[d]imidazole-2-carboxamide ClC1=CC2=C(NC(=N2)C(=O)NCC=2C=C3CN(C(C3=CC2)=O)C2C(NC(CC2)=O)=O)C=C1Cl